ethyl 2,4-bis(1,1,2,2,2-pentafluoroethyl)imidazo[1,2-a]1,8-naphthyridine-8-carboxylate FC(C(F)(F)F)(F)C=1C=C(C=2C=CC=3N(C2N1)C=C(N3)C(=O)OCC)C(C(F)(F)F)(F)F